(S,E)-Methyl-6-(1-methyl-1H-imidazol-5-carboxamido)-7-oxo-7-(2-oxo-1-(2-oxo-2-((1S,2S,4R)-1,7,7-trimethylbicyclo[2.2.1]heptan-2-ylamino)ethyl)-1,2-dihydropyridin-3-ylamino)hept-2-enoat COC(\C=C\CC[C@@H](C(NC=1C(N(C=CC1)CC(N[C@@H]1[C@]2(CC[C@H](C1)C2(C)C)C)=O)=O)=O)NC(=O)C2=CN=CN2C)=O